(3-chloro-2-(2-methyl-3-nitrophenyl)pyridin-4-yl)-1,5-dimethyl-4,5,6,7-tetrahydro-1H-imidazo[4,5-c]pyridine-2-carboxamide ClC=1C(=NC=CC1C1N(CCC2=C1N=C(N2C)C(=O)N)C)C2=C(C(=CC=C2)[N+](=O)[O-])C